N1([C@@H](CSCC1)C(=O)OCC1=CC=CC=C1)C(=O)OCC1=CC=CC=C1 3,4-dibenzyl (3R)-thiomorpholine-3,4-dicarboxylate